dichloro-pyridazinone ClC1=C(C(NN=C1)=O)Cl